C(CCCCC)C1=C(C2(CCCC2C1)C(=C)C1=CC=CC=C1)C1=CC=CC=C1 5-hexyl-4-phenyl-3a-(1-phenylvinyl)-1,2,3,3a,6,6a-hexahydropentalen